FC1=C(C=CC(=C1)F)[C@@](CN1N=CN=C1)([C@@H](C)SSC(C)(CCC1=CC=NC=C1)C)O (2R,3R)-2-(2,4-difluorophenyl)-3-((2-methyl-4-(pyridin-4-yl)butan-2-yl)disulfanyl)-1-(1H-1,2,4-triazol-1-yl)butan-2-ol